(E)-4-(2-ethoxyvinyl)-2-((2-fluorophenyl)amino)-1-methyl-6-oxo-1,6-dihydropyridine-3-carboxylic acid methyl ester COC(=O)C1=C(N(C(C=C1\C=C\OCC)=O)C)NC1=C(C=CC=C1)F